C(CC)NC(C(=O)O)C 2-(PROPYLAMINO)PROPANOIC ACID